CNC(O[C@@H]1CC[C@H](CC1)C(N(C[C@@H]1CC[C@H](CC1)C1=CC(=C(C=C1)OC)C)C1=CC(=CC=C1)C=1N=C(OC1)C(C)C)=O)=O trans-4-((3-(2-Isopropyloxazol-4-yl)phenyl)((trans-4-(4-methoxy-3-methylphenyl)cyclohexyl)methyl)carbamoyl)-cyclohexyl methylcarbamate